ClC1=C(C=CC=C1OCCOC)N1N=CC2=C1COC[C@@H]2NC(=O)C=2N=CN1C2CCCC1 (R)-N-(1-(2-chloro-3-(2-methoxyethoxy)phenyl)-1,4,5,7-tetrahydropyrano[3,4-c]pyrazol-4-yl)-5,6,7,8-tetrahydroimidazo[1,5-a]pyridine-1-carboxamide